3-(cyclopropylmethoxy)-N-(6-methylpyridin-3-yl)-1,7-naphthyridin-8-amine C1(CC1)COC=1C=NC2=C(N=CC=C2C1)NC=1C=NC(=CC1)C